(2-cyclobutylphenyl)boronic acid C1(CCC1)C1=C(C=CC=C1)B(O)O